O.Cl.ClC1=CC(=C(N)C=C1)C(C(F)(F)F)=O 4-chloro-2-(trifluoroacetyl)aniline hydrochloride hydrate